CO[C@@H]1CO[C@H]2[C@@H]1OC[C@H]2OC2=CC=C(C=C2)CCCO 3-(4-(((3r,3ar,6r,6ar)-6-methoxyhexahydrofuro[3,2-b]furan-3-yl)oxy)phenyl)propan-1-ol